N1C=CC2=CC(=CC=C12)CNC1=NC2=C(N1C)C=CC=C2 N-{{1H-indol-5-yl}methyl}-1-methyl-1H-benzo[d]imidazol-2-amine